(4aR,8aS)-6-(5-(2-chloro-4-fluorophenyl)sulfonyl-1,3,3a,4,6,6a-hexahydropyrrolo[3,4-c]pyrrole-2-carbonyl)-4,4a,5,7,8,8a-hexahydropyrido[4,3-b][1,4]oxazin-3-one ClC1=C(C=CC(=C1)F)S(=O)(=O)N1CC2C(C1)CN(C2)C(=O)N2C[C@@H]1[C@@H](OCC(N1)=O)CC2